F[C@@H]1CN(CC[C@@H]1OC)C1=NC=CC(=N1)NC1=NC=C(C(=O)NCCS(=O)(=O)C)C(=C1)NC(C)C 6-((2-((3R,4S)-3-fluoro-4-methoxypiperidin-1-yl)pyrimidin-4-yl)amino)-4-(isopropylamino)-N-(2-(methylsulfonyl)ethyl)nicotinamide